ClC=1C2=C(N=CN1)C=C(C(=N2)C#N)OC 4-Chloro-7-methoxypyrido[3,2-d]pyrimidine-6-carbonitrile